tert-butyl N-[(3R)-5-[(4-chlorophenyl)methyl]-7-(3-ethyl-1,2,4-triazol-1-yl)-8-fluoro-1,1,4-trioxo-2,3-dihydro-1λ6,5-benzothiazepin-3-yl]carbamate ClC1=CC=C(C=C1)CN1C([C@H](CS(C2=C1C=C(C(=C2)F)N2N=C(N=C2)CC)(=O)=O)NC(OC(C)(C)C)=O)=O